ClC1=C(C=CC=C1)N1N=C2C(=CC=CC2=C1)C(=O)N 2-(2-chlorophenyl)-2H-indazole-7-carboxamide